[Na+].P(=O)(OCC(OCC)OCC)([O-])[O-].[Na+] diethoxyethyl phosphate sodium salt